6-(1,1-Difluoroethyl)-3-(5-fluoro-3-pyridyl)-6-methyl-1,2,3,7-tetrahydropyrazolo[1,2-a]pyrazol-5-one FC(C)(F)C1(C(N2N(C1)CCC2C=2C=NC=C(C2)F)=O)C